FC1(CCN(CCC1)C1=NC(=NC(=C1C(=O)NC=1C=C(C=CC1)[S@](=O)(C)=NC(OC(C)(C)C)=O)C)S(=O)(=O)C)F tert-butyl (R)-((3-(4-(4,4-difluoroazepan-1-yl)-6-methyl-2-(methylsulfonyl)pyrimidine-5-carboxamido)phenyl)(methyl)(oxo)-λ6-sulfaneylidene)carbamate